tert-butyl 4-[2-[6-[2-cyano-3-[[ethyl(methyl)sulfamoyl]amino]-6-fluoro-phenoxy]-4-oxo-quinazolin-3-yl]ethyl]piperazine-1-carboxylate C(#N)C1=C(OC=2C=C3C(N(C=NC3=CC2)CCN2CCN(CC2)C(=O)OC(C)(C)C)=O)C(=CC=C1NS(N(C)CC)(=O)=O)F